lanthanum-scandium [Sc].[La]